4-{5-cyclopropyl-7H-pyrrolo[2,3-d]pyrimidin-4-yl}piperazine-1-carboxylic acid tert-butyl ester C(C)(C)(C)OC(=O)N1CCN(CC1)C=1C2=C(N=CN1)NC=C2C2CC2